COC1=CC=C(C=C1)C1OC=CC1 2-(4-methoxyphenyl)-2,3-dihydrofuran